CC(C(C)=N)(C)C 3,3-dimethylbutane-2-imine